C(=O)(O)COC1=C(C=C(C=C1)C)S(=O)(=O)[O-] 2-carboxymethoxy-5-methylbenzenesulfonate